FC([C@](C(=O)N1CC2=C(C=C(C=C2CC1)C=1C=C2C(=NC1)NC=C2C)[C@H]2NCCOC2)(C)O)(F)F (R)-3,3,3-trifluoro-2-hydroxy-2-methyl-1-[6-(3-methyl-1H-pyrrolo[2,3-b]pyridin-5-yl)-8-[(R)-morpholin-3-yl]-3,4-dihydroisoquinolin-2(1H)-yl]propan-1-one